DICYCLOHEXYL SULFOSUCCINATE SODIUM SALT [Na+].S(=O)(=O)([O-])C(C(=O)OC1CCCCC1)CC(=O)OC1CCCCC1